1-hexanesulfonic acid sodium salt monohydrate O.[Na+].C(CCCCC)S(=O)(=O)[O-]